NC=1C2=C(N=CN1)N(C(=C2)C=2C(=NC(=CC2)Cl)CCC(=O)OC)COCC[Si](C)(C)C methyl 3-[3-(4-amino-7-{[2-(trimethylsilyl)ethoxy]methyl}-7H-pyrrolo[2,3-d]pyrimidin-6-yl)-6-chloropyridin-2-yl]propanoate